C(#N)C1=CC(=C(CN2N=CC=3C2=NC(=CC3)N3CCN(CC3)CC3=NC2=C(N3C[C@H]3OCC3)C=C(C=C2)C(=O)OC)C=C1)F (S)-methyl 2-((4-(1-(4-cyano-2-fluorobenzyl)-1H-pyrazolo[3,4-b]pyridin-6-yl)piperazin-1-yl)methyl)-1-(oxetan-2-ylmethyl)-1H-benzo[d]imidazole-6-carboxylate